N1(N=CC=2C1=NC=CC2)C2=C(C(=O)O)C=CN=C2 (1H-pyrazolo[3,4-b]pyridin-1-yl)isonicotinic acid